5,7-di(thien-2-yl)thieno[3,4-b]pyrazine S1C(=CC=C1)C=1SC(=C2N=CC=NC21)C=2SC=CC2